FC1=C(C=CC(=C1)F)C(CN1CCC(CCC1)NC1=CC=C(C=C1)OCCN1CCOCC1)(CN1N=CN=C1)O 2-(2,4-difluorophenyl)-1-(4-((4-(2-morpholinoethoxy)phenyl)amino)azepan-1-yl)-3-(1H-1,2,4-triazol-1-yl)propan-2-ol